N-(trans-4-(2-(4-(2,3-dichlorophenyl)piperazin-1-yl)ethyl)cyclohexyl)-3-methoxy-3-methylazetidine-1-carboxamide ClC1=C(C=CC=C1Cl)N1CCN(CC1)CC[C@@H]1CC[C@H](CC1)NC(=O)N1CC(C1)(C)OC